C1(=CC=CC=C1)S(=O)(=O)N.[B] boron benzenesulfonamide